N1C(=CC2=CC=CC=C12)C(=O)N1CC=2N(CC1)N=CC2C2(CCC2)O 1-[5-(1H-indole-2-carbonyl)-4H,5H,6H,7H-pyrazolo[1,5-a]pyrazin-3-yl]cyclobutan-1-ol